ClC1=CC=C(C=C1)C1SC2=C(C(=C1)C1=CC=CC=C1)N=CC=C2 2-(4-chlorophenyl)-4-phenyl-1,5-benzothiazine